BrC1=CC=C(C2=C1N=CS2)Cl 4-bromo-7-chloro-1,3-benzothiazole